C(C)(C)(C)OC(=O)NCCCN(C(OC(C)(C)C)=O)CCC1=CC=C(C=C1)C(NC1=CC=C(C=C1)S(=O)(=O)N1CCNCC1)=O Tert-butyl N-[3-(tert-butoxycarbonylamino)propyl]-N-[2-[4-[(4-piperazin-1-ylsulfonylphenyl)carbamoyl]phenyl]ethyl]carbamate